COC1=CC=C(C=C1)S(=O)(=O)NC=1C(=NC=CC1)C1=CC(=C(C(=C1)OC)OC)OC 4-methoxy-N-(2-(3,4,5-trimethoxyphenyl)pyridin-3-yl)benzenesulfonamide